1-(3'-Chloro-4'-hydroxy-[1,1'-biphenyl]-4-yl)-5-fluoro-1H-indazol-6-ol ClC=1C=C(C=CC1O)C1=CC=C(C=C1)N1N=CC2=CC(=C(C=C12)O)F